5-(3-(difluoromethyl)imidazo[1,2-a]pyridin-6-yl)-N-(cis-4-methoxycyclohexyl)-7H-pyrrolo[2,3-d]pyrimidin-2-amine FC(C1=CN=C2N1C=C(C=C2)C2=CNC=1N=C(N=CC12)N[C@@H]1CC[C@@H](CC1)OC)F